F[C@H]1CN(CC[C@H]1OC)C1=NC=CC(=N1)NC=1N=CC2=C(N=CC(=C2C1)C(C)C)N1CCC12CN(C2)C N-(2-((3S,4R)-3-fluoro-4-methoxypiperidin-1-yl)pyrimidin-4-yl)-5-isopropyl-8-(6-methyl-1,6-diazaspiro[3.3]heptan-1-yl)-2,7-naphthyridin-3-amine